(1S,3'R,4'S,5'S,6'R)-5-chloro-6-((5-(2-methoxyethyl)thiophene-2-yl)methyl)-6'-methyl-3',4',5',6'-tetrahydro-3H-spiro[isobenzofuran-1,2'-pyran]-3',4',5'-triol ClC=1C=C2CO[C@]3(O[C@@H]([C@H]([C@@H]([C@H]3O)O)O)C)C2=CC1CC=1SC(=CC1)CCOC